C(C)(C)(C)C=1C=C(C=C(C1O)C(C)(C)C)C(C(=O)OC)C methyl (3,5-ditert-butyl-4-hydroxyphenyl)propionate